3-benzyl-6-bromoquinolin-2(1H)-one C(C1=CC=CC=C1)C=1C(NC2=CC=C(C=C2C1)Br)=O